2-((S)-4-(2'-(((S)-1-methylpyrrolidin-2-yl)methoxy)-7'-(naphthalen-1-yl)-7',8'-dihydro-5'h-spiro[cyclopropane-1,6'-pyrido[3,4-d]pyrimidin]-4'-yl)piperazin-2-yl)acetonitrile CN1[C@@H](CCC1)COC=1N=C(C2=C(N1)CN(C1(C2)CC1)C1=CC=CC2=CC=CC=C12)N1C[C@@H](NCC1)CC#N